2-Chloro-N-[4-[chloro(difluoro)methoxy]phenyl]-6-oxo-1H-pyridine-4-carboxamide ClC=1NC(C=C(C1)C(=O)NC1=CC=C(C=C1)OC(F)(F)Cl)=O